methyl 3-(5-bromothiophen-2-yl)-2-cyanoacrylate BrC1=CC=C(S1)C=C(C(=O)OC)C#N